[Co](=S)=S.[Co] cobalt-cobalt disulfide